C(C1=CC=CC=C1)(C1=CC=CC=C1)(C1=CC=CC=C1)NC1C(NC2=C(OC1)C=CC=C2)=O 3-(tritylamino)-2,3-dihydrobenzo[b][1,4]oxazepine-4(5H)-one